CC=1C=C2C(=NC(=NC2=CC1)NC=1N(N=CC1)C)N1CC=2C=C(C=NC2CC1)NC=1N(N=CC1)C 6-methyl-N-(2-methylpyrazol-3-yl)-4-[3-[(2-methylpyrazol-3-yl)amino]-7,8-dihydro-5H-1,6-naphthyridin-6-yl]quinazolin-2-amine